FC1=CC=C(C=C1)C=1C=C2C(=NC=NC2=C(C1)OC)N[C@H](C(=O)N)CC(C)C (2S)-2-[[6-(4-fluorophenyl)-8-methoxy-quinazolin-4-yl]amino]-4-methyl-pentanamide